ClC1=C(C(=CC=2NC(=NC21)C(O)C2=C(C=C(C=C2)S(=O)(=O)CC)F)Cl)C2=C(C=CC=C2)C(F)(F)F (4,6-dichloro-5-(2-(trifluoromethyl)phenyl)-1H-benzo[d]imidazol-2-yl)(4-(ethylsulfonyl)-2-fluorophenyl)methanol